(oxan-2-yl)spiro[cyclopropane-1,3'-indol]-2'-one O1C(CCCC1)C1=C2C3(C(NC2=CC=C1)=O)CC3